N-((1R,3S)-3-((5-Chloro-2-(1-methyl-1H-pyrazol-4-yl)-1H-pyrrolo[2,3-b]Pyridin-4-yl)amino)cyclohexyl)acrylamide ClC=1C(=C2C(=NC1)NC(=C2)C=2C=NN(C2)C)N[C@@H]2C[C@@H](CCC2)NC(C=C)=O